(1S,2S)-N-(4-bromo-2-pyridyl)-2-methyl-cyclopropanecarboxamide BrC1=CC(=NC=C1)NC(=O)[C@@H]1[C@H](C1)C